C(C1=CC=CC=C1)(=O)SCC12OC(C(OC1)C2O)N2C=1N=C(NC(C1N=C2)=O)N=CN(C)C N'-(9-{1-[(benzoylsulfanyl)methyl]-7-hydroxy-2,5-dioxabicyclo[2.2.1]hept-3-yl}-6-oxo-6,9-dihydro-1H-purin-2-yl)-N,N-dimethylformimidamide